FC1=C(C(=O)NCC23CCC(CC2)(CC3)C3=NOC(=N3)C3=CC(=CC=C3)N3CCNCC3)C=C(C(=C1F)OCC1=CC=C(C=C1)OC)F 2,3,5-trifluoro-4-[(4-methoxyphenyl)methoxy]-N-[(4-{5-[3-(piperazin-1-yl)phenyl]-1,2,4-oxadiazol-3-yl}bicyclo[2.2.2]octan-1-yl)methyl]benzamide